N-[(1S)-1-cyclohexyl-2-[4-(3,5-dimethyl-1H-pyrazol-4-yl)anilino]-2-oxo-ethyl]-2-(3-hydroxypropyl)piperidine-1-carboxamide C1(CCCCC1)[C@@H](C(=O)NC1=CC=C(C=C1)C=1C(=NNC1C)C)NC(=O)N1C(CCCC1)CCCO